C(C=C)(=O)N1CC(CC1)C=1C=C(C=NC1OC)C1=C(C2=C(C(=N1)C=1C=C3CCN(CC3=CC1)C(=O)OC(C)(C)C)C=CS2)C2=C(C=C(C=C2)F)OCCOC tert-butyl 6-(6-(5-(1-acryloylpyrrolidin-3-yl)-6-methoxypyridin-3-yl)-7-(4-fluoro-2-(2-methoxy ethoxy)phenyl)thieno[3,2-c]pyridin-4-yl)-3,4-dihydroisoquinoline-2(1H)-carboxylate